rhodium-gallium [Ga].[Rh]